6,7-dichloro-3-(1H-pyrazol-3-yl)-2-(3-(trifluoromethyl)-1H-1,2,4-triazol-5-yl)-1H-indole ClC1=CC=C2C(=C(NC2=C1Cl)C1=NC(=NN1)C(F)(F)F)C1=NNC=C1